CS(=O)(=O)O[C@@H](C)C1=C(C(=NC=C1Cl)C)Cl (S)-1-(3,5-dichloro-2-methylpyridin-4-yl)ethyl methanesulfonate